1-methyl-3-(2-methyl-1-propen-1-yl)benzene CC1=CC(=CC=C1)C=C(C)C